1-(Benzo[c][1,2,5]oxadiazol-4-ylsulfonyl)-N-(5,7-dimethylbenzo[d]thiazol-2-yl)piperidine-4-carboxamide N=1ON=C2C1C=CC=C2S(=O)(=O)N2CCC(CC2)C(=O)NC=2SC1=C(N2)C=C(C=C1C)C